C(CCCCCCCCCCCCCCCCC)(=O)OC(CCCCC)CCCCC Undec-6-yl Stearate